1-(4-ethylphenyl)acetaldehyde C(C)C1=CC=C(C=C1)C(C)=O